N[C@@H]1C2=CC(=CC=C2CC12CCN(CC2)C2=CN=C1C(=N2)NN=C1C(=C)C1=CC(=CC(=C1)OC)OC)C#N (S)-1-amino-1'-(3-(1-(3,5-dimethoxyphenyl)vinyl)-1H-pyrazolo[3,4-b]pyrazin-6-yl)-1,3-dihydrospiro[indene-2,4'-piperidine]-6-carbonitrile